2,5-bis(1,1,1,2,3-pentafluoro-3-(perfluoromorpholino)propan-2-yl)tetrahydrofuran FC(C(C(N1C(C(OC(C1(F)F)(F)F)(F)F)(F)F)F)(F)C1OC(CC1)C(C(F)(F)F)(C(F)N1C(C(OC(C1(F)F)(F)F)(F)F)(F)F)F)(F)F